CC1(C(C(CC1)=C)C)CC(=O)OCC ethyl (1,2-dimethyl-3-methylenecyclopentyl)acetate